19-hydroxynonadecanic acid OCCCCCCCCCCCCCCCCCCC(=O)O